ethyl (S)-2-(1-(4-((4-(3-((2-(1-hydroxyethyl)-1H-imidazol-1-yl)methyl)isoxazol-5-yl)phenyl)ethynyl)benzyl)azetidin-3-yl)acetate O[C@@H](C)C=1N(C=CN1)CC1=NOC(=C1)C1=CC=C(C=C1)C#CC1=CC=C(CN2CC(C2)CC(=O)OCC)C=C1